4-(7-Azetidin-1-yl-imidazo[1,2-a]pyridin-2-yl)-phenol N1(CCC1)C1=CC=2N(C=C1)C=C(N2)C2=CC=C(C=C2)O